CC1(C2=CC=CC=C2C=2C=C(C=CC12)C=1C=C(C=CC1)C=1C=C(C=CC1)C1=CC(=CC=C1)C1=NC(=NC(=C1)C1=CC=CC=C1)C1=CC=CC=C1)C 4-(3''-(9,9-dimethyl-9H-fluoren-3-yl)-[1,1':3',1''-terphenyl]-3-yl)-2,6-diphenylpyrimidine